NC=1C=2N(C3=CC(=CC=C3N1)C(=O)N([C@@H]1COC(C3=CC(=CC=C13)C(F)(F)F)C)C)C=NC2 4-amino-N-methyl-N-((4S)-1-methyl-7-(trifluoromethyl)isochroman-4-yl)imidazo-[1,5-a]quinoxaline-8-carboxamide